N1(CCNCC1)C1=CC=C(C=C1)NC(=O)C1=NNC=C1NC=1C2=C(N=C(N1)C(F)(F)F)CCC2 N-(4-(piperazin-1-yl)phenyl)-4-((2-(trifluoromethyl)-6,7-dihydro-5H-cyclopenta[d]pyrimidin-4-yl)amino)-1H-pyrazole-3-carboxamide